Cl.Cl.ClC1=C(C=CC(=C1)C=1C=2N(C=CN1)N=CC2)CN (2-chloro-4-pyrazolo[1,5-a]pyrazin-4-yl-phenyl)methylamine dihydrochloride